sodium trichloroisocyanuric acid salt ClN1C(N(C(N(C1=O)Cl)=O)Cl)=O.[Na]